(2,4-Dichloro-1,3-thiazol-5-yl)(oxo)acetic acid ethyl ester C(C)OC(C(=O)C1=C(N=C(S1)Cl)Cl)=O